10-(2,7-dihydroxynaphthyl)-10H-9-oxa-10-phosphaphenanthrene 10-oxide OC1=C(C2=CC(=CC=C2C=C1)O)P1(OC2=CC=CC=C2C=2C=CC=CC12)=O